C(C)(C)C1=CN=C(C(=N1)N)OC 6-isopropyl-3-methoxypyrazin-2-amine